COC1=C(C=C(C(=C1)N=NC1=CC=C(C=C1)[N+](=O)[O-])OC)N=NC1=C(C=C(C=C1)N(CCO)CCO)O 2,2'-((4-((2,5-dimethoxy-4-((4-nitrophenyl)diazenyl)phenyl)diazenyl)-3-hydroxyphenyl)azanediyl)bis(ethan-1-ol)